C(C)(CC)C1C(NC2=C(CN1C(CC(C)O)=O)C=CC=C2)=O 3-(sec-butyl)-4-(3-hydroxybutyryl)-1,3,4,5-tetrahydro-2H-benzo[1,4]diazepin-2-one